methyl 2,2,3-trimethylbutanoate CC(C(=O)OC)(C(C)C)C